COC(=O)C=1C=NC=NC1Cl 6-chloropyrimidine-5-carboxylic acid methyl ester